C(C)C1(CN(C1)C(=O)OC(C)(C)C)OS(=O)(=O)C tert.-Butyl 3-ethyl-3-[(methylsulfonyl)oxy]azetidine-1-carboxylate